4-(((2-aminophenyl)amino)piperidin-1-yl)-2-(4-(trifluoromethyl)phenyl)ethan-1-one NC1=C(C=CC=C1)NC1N(CCCC1)C1(CC=C(C=C1)CC=O)C(F)(F)F